C1(CC1)C=1N=C2N(C=C(C=C2)[C@@H](C)N2N=NC(=C2)C(=O)N)C1 1-((R)-1-(2-cyclopropylimidazo[1,2-a]pyridin-6-yl)ethyl)-1H-1,2,3-triazole-4-carboxamide